C(C)(=O)N1CC(C1)OC(CN1C(N(C(C2=C1SC(=C2C)C=2OC=CN2)=O)C(C(=O)O)(C)C)=O)C2=C(C=CC=C2)OC 2-(1-(2-((1-acetylazetidin-3-yl)oxy)-2-(2-methoxyphenyl)ethyl)-5-methyl-6-(oxazol-2-yl)-2,4-dioxo-1,4-dihydrothieno[2,3-d]pyrimidin-3(2H)-yl)-2-methylpropionic acid